8-(cyclopropylamino)-9-fluoro-[1,3]dioxolo[4',5':4,5]benzo[1,2-b]benzo[e]oxepin-11(6H)-one C1(CC1)NC1=CC2=C(C(C3=C(OC2)C=C2C(=C3)OCO2)=O)C=C1F